C(C)(C)(C)OC(=O)N1CCC(CC1)N1C(NC2=C1C=CC=C2N(C)CC2=CC=CC=C2)=O 4-{4-[benzyl-(methyl)amino]-2-oxo-2,3-dihydro-1H-1,3-benzodiazol-1-yl}piperidine-1-carboxylic acid tert-butyl ester